[Si](C)(C)(C(C)(C)C)OCCN1C(=NC=C1)C=1C=NC=CC1Cl 3-(1-(2-((tert-Butyldimethylsilyl)oxy)ethyl)-1H-imidazol-2-yl)-4-chloropyridine